C(OCC)(OCCC(F)F)=O ethyl (3,3-difluoropropyl) carbonate